N-((3aR,5s,6aS)-2-(5-(3-cyano-6-(1-methyl-1H-pyrazol-4-yl)pyrazolo[1,5-a]pyridin-4-yl)pyridin-2-yl)-5-methyloctahydrocyclopenta[c]pyrrol-5-yl)formamide C(#N)C=1C=NN2C1C(=CC(=C2)C=2C=NN(C2)C)C=2C=CC(=NC2)N2C[C@@H]1[C@H](C2)CC(C1)(C)NC=O